2-aminoethylaminoethylpiperazine NCCNCCN1CCNCC1